C1=C(C=CC2=CC=CC=C12)[C@@H](C)N (R)-1-(naphthalen-2-yl)ethan-1-amine